O1C2=C(NCC1)C=CC=C2C2CN(CC2)C(=O)OC(C)(C)C tert-butyl 3-(3,4-dihydro-2H-benzo[b][1,4]oxazin-8-yl)pyrrolidine-1-carboxylate